2-(2,4-difluorophenyl)-4-hydroxyisoindolin-1-one FC1=C(C=CC(=C1)F)N1C(C2=CC=CC(=C2C1)O)=O